O1C(COCC1)COC1=CC(=C(C(=N1)C1C(C1)C1=CC=C(C=C1)OCC)CC)O 6-((1,4-Dioxan-2-yl)methoxy)-2-(2-(4-ethoxyphenyl)cyclopropyl)-3-ethylpyridin-4-ol